CO[C@@H]1C[C@@H](N(C1)C(=O)OCC1=CC=CC=C1)C(N(C1=CC=C(C=C1)S(F)(F)(F)(F)F)C(C(=O)N1CCCC2(COC2)C1)C=1C=NC=CC1)=O benzyl (2R,4R)-4-methoxy-2-[[2-(2-oxa-8-azaspiro[3.5]nonan-8-yl)-2-oxo-1-(3-pyridyl)ethyl]-[4-(pentafluoro-λ6-sulfanyl)phenyl]carbamoyl]pyrrolidine-1-carboxylate